3-[6-(4-Methylpiperazin-1-yl)-[1,2,4]triazolo[4,3-b]pyridazin-3-yl]-N-(1-phenylpiperidin-4-yl)propanamide CN1CCN(CC1)C=1C=CC=2N(N1)C(=NN2)CCC(=O)NC2CCN(CC2)C2=CC=CC=C2